N-[5-(4-chlorophenyl)-4-fluoro-2-[rac-(3R,5S)-3,4,5-trimethylpiperazin-1-yl]phenyl]-6-oxo-4-(trifluoromethyl)-1H-pyridine-3-carboxamide ClC1=CC=C(C=C1)C=1C(=CC(=C(C1)NC(=O)C1=CNC(C=C1C(F)(F)F)=O)N1C[C@H](N([C@H](C1)C)C)C)F |r|